N-(4-{[6-(5-chloro-2-fluoro-phenyl)-3-{[(2,2-dimethyl-1,3-dioxolan-4-yl)methyl]sulfanyl}-pyridazin-4-yl]amino}pyridin-2-yl)-3-(4-methylpiperazin-1-yl)propanamide ClC=1C=CC(=C(C1)C1=CC(=C(N=N1)SCC1OC(OC1)(C)C)NC1=CC(=NC=C1)NC(CCN1CCN(CC1)C)=O)F